1-azido-11-((2-(2-(2-azidoethoxy)ethoxy)ethoxy)methyl)-11-methyl-3,6,9,13,16-pentaoxaoctadecan-18-al N(=[N+]=[N-])CCOCCOCCOCC(COCCOCC=O)(C)COCCOCCOCCN=[N+]=[N-]